C(C1=CC=CC=C1)N(C(=O)N[C@H](C(=O)N[C@H](C(=O)OC)C[C@H]1C(NCC1)=O)CC(C)C)C1CCN(CC1)C(=O)OC(C)(C)C Tert-butyl 4-(1-benzyl-3-((S)-1-(((S)-1-methoxy-1-oxo-3-((S)-2-oxopyrrolidin-3-yl)propan-2-yl)amino)-4-methyl-1-oxopentan-2-yl)ureido)piperidine-1-carboxylate